8-fluoro-2-(((2R,7aS)-2-fluorotetrahydro-1H-pyrrolizin-7a(5H)-yl)methoxy)-7-(8-((triisopropylsilyl)ethynyl)naphthalen-1-yl)pyrido[4,3-d]pyrimidin-4-ol FC1=C(N=CC2=C1N=C(N=C2O)OC[C@]21CCCN1C[C@@H](C2)F)C2=CC=CC1=CC=CC(=C21)C#C[Si](C(C)C)(C(C)C)C(C)C